C(C1=CC=CC=C1)[Si](OCC)(OCC)OCC benzyl-triethoxysilane